O1CCN(CC1)CCCOC=1N=C(C2=C(N1)CNCC2)N2CCN(CC2)C(=O)[O-] 4-[2-(3-morpholinopropoxy)-5,6,7,8-tetrahydropyrido[3,4-d]pyrimidin-4-yl]piperazin-1-carboxylate